C1(=CC=C(C=C1)NC1=CC=2C(C3=CC=CC=C3C2C=C1)(C)C)C1=CC=CC=C1 N-{[1,1'-biphenyl]-4-yl}-9,9-dimethyl-9H-fluoren-2-amine